N1CC(C1)N1CC2=CC(=C(C=C2CC1)NC1=NC=C(C(=N1)C1=CC(=CS1)C(=O)N)C(F)(F)F)Cl 5-(2-((2-(azetidin-3-yl)-7-chloro-1,2,3,4-tetrahydroisoquinolin-6-yl)amino)-5-(trifluoromethyl)pyrimidin-4-yl)thiophene-3-carboxamide